C(C)OC(=O)C=1C(=NC(=C(C1)C#N)OCC1=CC2=C(OC(O2)(F)F)C=C1)C(F)F 5-Cyano-6-[(2,2-difluoro-1,3-benzodioxol-5-yl)methoxy]-2-(difluoromethyl)pyridine-3-carboxylic acid ethyl ester